Tert-Butyl N-[(1R)-2-(Benzylamino)-1-methyl-ethyl]carbamate C(C1=CC=CC=C1)NC[C@@H](C)NC(OC(C)(C)C)=O